4-nitroimino-1,3,5-oxadiazine [N+](=O)([O-])N=C1N=COC=N1